ClC1=C(C=CC2=C1C(=N[C@H](C=1N2N=C(N1)C(=O)N1CC2(COC2)C1)C)C1=NC=CC=C1F)C(F)(F)F [(4S)-7-chloro-6-(3-fluoro-2-pyridyl)-4-methyl-8-(trifluoromethyl)-4H-[1,2,4]triazolo[1,5-a][1,4]benzodiazepin-2-yl]-(2-oxa-6-azaspiro[3.3]heptan-6-yl)methanone